1-(4-fluorophenyl)-2,2-dimethylbut-3-en-1-one FC1=CC=C(C=C1)C(C(C=C)(C)C)=O